naphthobenzopyrrole C1=CNC=2C1=CC=C1C2C=CC2=CC=CC=C21